COC1=C(C=C(C(=C1)N1CCCCC1)[N+](=O)[O-])NC1=NC=C(C=N1)C 2-(2-methoxy-5-nitro-4-(piperidin-1-yl)phenylamino)-5-methylpyrimidine